2-[1-[(2R)-2-(tert-butoxy)-2-phenylethyl]-6-(ethoxycarbonyl)-5-methyl-2,4-dioxo-1H,2H,3H,4H-thieno[2,3-d]pyrimidin-3-yl]-2-methylpropanoic acid C(C)(C)(C)O[C@@H](CN1C(N(C(C2=C1SC(=C2C)C(=O)OCC)=O)C(C(=O)O)(C)C)=O)C2=CC=CC=C2